3-(4-{2-[(4-{[6-(5-chloro-2-fluorophenyl)pyridazin-4-yl]-amino}quinolin-7-yl)oxy]-ethyl}piperazin-1-yl)-N-methylpropanamide ClC=1C=CC(=C(C1)C1=CC(=CN=N1)NC1=CC=NC2=CC(=CC=C12)OCCN1CCN(CC1)CCC(=O)NC)F